CC=1OC2=C(N1)C=CC(=C2)N2CCOCC2 2-methyl-6-morpholinylbenzo[d]oxazole